C(C1=CC=CC=C1)N1CC(C(C(C1)C)O)CCO[Si](C1=CC=CC=C1)(C1=CC=CC=C1)C(C)(C)C 1-benzyl-3-(2-((tert-butyldiphenylsilyl)oxy)ethyl)-5-methylpiperidin-4-ol